C1(=CC=CC=C1)N(C1=CC=C(C=C1)/C=N/N1C=NN=C1)C1=CC=CC=C1 N,N-diphenyl-4-[(E)-1,2,4-triazol-4-yliminomethyl]aniline